4'-((2-(tert-Butyl)-1H-imidazol-1-yl)methyl)-N-(5-cyanopyrimidin-2-yl)-3'-fluoro-5-isobutyl-[1,1'-biphenyl]-2-sulfonamide C(C)(C)(C)C=1N(C=CN1)CC1=C(C=C(C=C1)C=1C(=CC=C(C1)CC(C)C)S(=O)(=O)NC1=NC=C(C=N1)C#N)F